3,5-di-tert-butoxyphenol C(C)(C)(C)OC=1C=C(C=C(C1)OC(C)(C)C)O